6-[(3-Cyclopropyl-2-fluorophenyl)thio]-N-[2-(2,4-dimethylphenyl)-2,2-difluoroethyl]-3-methyl-1,2,4-triazine-5-carboxamide C1(CC1)C=1C(=C(C=CC1)SC1=C(N=C(N=N1)C)C(=O)NCC(F)(F)C1=C(C=C(C=C1)C)C)F